ClC=1C=CC2=C(N(C3=C(CC2)C=CC=C3)CCCCN(C/C=C/C#N)C)C1 (E)-4-[4-(3-chloro-10,11-dihydro-5H-dibenzo[b,f]azepin-5-yl)butyl-methyl-amino]but-2-enenitrile